CS(=O)C1=CC=C(C=C1)B(O)O 4-(METHANESULFINYL)BENZENEBORONIC ACID